FC1=C(C(=CC=C1)C)N1N=C2C(=CC1=O)NN=C2C2=CC=C(C=C2)N2C(CN(CC2)C)CO 5-(2-Fluoro-6-methylphenyl)-3-(4-(2-(hydroxymethyl)-4-methylpiperazin-1-yl)phenyl)-1H-pyrazolo[4,3-c]pyridazin-6(5H)-on